5-Butyl-2-(8,8-dimethyl-3,4,9,10-tetrahydro-2H-pyrano[2,3-h]chromen-3-yl)phenol C(CCC)C=1C=CC(=C(C1)O)C1COC2=C3C(=CC=C2C1)OC(CC3)(C)C